4-(2-((4,7-dimethylquinolin-6-yl)amino)-7-methyl-8-oxo-7,8-dihydro-9H-purin-9-yl)tetrahydro-2H-pyran-4-carbonitrile CC1=CC=NC2=CC(=C(C=C12)NC1=NC=C2N(C(N(C2=N1)C1(CCOCC1)C#N)=O)C)C